C(C)(C)C1=CC=C2C=CC3=C(C=CC4=CC=C1C2=C34)C(C)C 1,6-diisopropyl-pyrene